N(N)C1=NC(=CC(=N1)C#N)N1CCOCC1 2-hydrazino-6-morpholinopyrimidine-4-carbonitrile